(S)-4-(3-(cyanomethyl)piperazin-1-yl)-7-(8-methylnaphthalen-1-yl)-5,6,7,8-tetrahydropyrido[3,4-d]pyrimidine-2-carboxylic acid methyl ester COC(=O)C=1N=C(C2=C(N1)CN(CC2)C2=CC=CC1=CC=CC(=C21)C)N2C[C@@H](NCC2)CC#N